1-(5-((1-isobutyl-2,2-dimethylpiperidin-4-yl)methyl)pyrazolo[1,5-a]pyridin-3-yl)dihydropyrimidine-2,4(1H,3H)-dione C(C(C)C)N1C(CC(CC1)CC1=CC=2N(C=C1)N=CC2N2C(NC(CC2)=O)=O)(C)C